OC(C)(C)C1=CC=C(C=N1)C1=CN=C2C(=N1)N(C(CN2)=O)C2CCOCC2 7-(6-(2-hydroxypropan-2-yl)pyridin-3-yl)-1-(tetrahydro-2H-pyran-4-yl)-3,4-dihydropyrazino[2,3-b]pyrazin-2(1H)-one